(AZO)-silver N(=N[Ag])[Ag]